[N+](=O)([O-])C1=CC=C(C=C1)NC(=S)N1CCN(CC1)C1=NC=CC=N1 N-(4-nitrophenyl)-4-(pyrimidin-2-yl)piperazine-1-thiocarboxamide